OCCOCCOCCOCCC(=O)N(CCCCCCCC(=O)OCCCCCCCCC)CCCCCCCC(=O)OC(CCCCCCCC)CCCCCCCC nonyl 8-[3-[2-[2-(2-hydroxyethoxy)ethoxy]ethoxy]propanoyl-[8-(1-octylnonoxy)-8-oxo-octyl]amino]octanoate